6-(6-(1-hydroxyethyl)pyridin-3-yl)pyrazine-2-carboxylic acid OC(C)C1=CC=C(C=N1)C1=CN=CC(=N1)C(=O)O